(2R,4R)-6-chloro-4-hydroxy-N-{3-[5-(methoxymethyl)-2H-indazol-2-yl]bicyclo[1.1.1]pentan-1-yl}-3,4-dihydro-2H-1-benzopyran-2-carboxamide ClC=1C=CC2=C([C@@H](C[C@@H](O2)C(=O)NC23CC(C2)(C3)N3N=C2C=CC(=CC2=C3)COC)O)C1